BrC=1C=C(C(=NC1)C(CC#N)(C)O)NC(C(C)(C)C)=O N-[5-bromo-2-(2-cyano-1-hydroxy-1-methyl-ethyl)-3-pyridyl]-2,2-dimethyl-propanamide